CC1(C=CC=CC1(C)Br)Br o-dibromoxylene